C1(=CC=CC=C1)O.C1(=CC=CC=C1)O.C1(=CC=CC=C1)O.C1(=CC=CC=C1)O.[P] phosphorus tetraphenol